COCCCC=1N=CC(=NC1)C(=O)N 5-(3-methoxypropyl)pyrazine-2-carboxamide